C(CC(CCCCCCCCC)O)O dodecane-1,3-diol